F[C@@H]1[C@@H](CNCC1)NC1=C2C=C(N(C2=CC=C1)CC(F)(F)F)C1=NOC(=N1)CNC(=O)C1=CN(C=C1)C1(CCOCC1)C N-{[3-(4-{[(3R,4S)-4-fluoropiperidin-3-yl]amino}-1-(2,2,2-trifluoroethyl)-1H-indol-2-yl)-1,2,4-oxadiazol-5-yl]methyl}-1-(4-methyloxan-4-yl)-1H-pyrrole-3-carboxamide